ClC=1C=C2C(=CC1)N(C(C21CCN(CC1)CC=1C=NN(C1)CCS(=O)(=O)C)=O)C 5-chloro-1-methyl-1'-[[1-(2-methylsulfonylethyl)pyrazol-4-yl]methyl]spiro[indoline-3,4'-piperidine]-2-one